N(=[N+]=[N-])CC1CCN(CC1)CCNS(=O)(=O)C1=CC=C(C=C1)C1=CC=C(C=C1)C#N N-(2-(4-(azidomethyl)piperidin-1-yl)ethyl)-4'-cyano-[1,1'-biphenyl]-4-sulfonamide